5,7-dimethoxy-2-(4-fluorophenyl)-4H-chromen-4-one COC1=C2C(C=C(OC2=CC(=C1)OC)C1=CC=C(C=C1)F)=O